COC(=O)C1=CC=C(C=C1)[C@@H]1C=C(CC=N1)C=1C=NN(C1)C(C)C (S)-6-(4-(methoxycarbonyl)phenyl)-4-(1-isopropyl-1H-pyrazol-4-yl)-3,6-dihydropyridine